NC1=C(C=NN1C=1C=NC(=CC1C)OC1=C(C=CC=C1F)F)C(=O)C1=CC=2C=C3CCCNC3=CC2N1 (5-amino-1-{6-[(2,6-difluorophenyl)oxy]-4-methylpyridin-3-yl}pyrazol-4-yl)(5,6,7,8-tetrahydro-1H-pyrrolo[3,2-g]quinolin-2-yl)methanone